1,4-dimethyl-2,3,12,15-tetrahydrobenzo[de]pyrano[3',4':6,7]indolizino[1,2-h]quinoline CN1CCC2=C3C(C=C4C(=C13)CN1C=C3C(C=C14)=CCOC3)=CC=C2C